2-((4-(morpholine-4-carbonyl)benzyl)amino)-4-phenylbutanamide N1(CCOCC1)C(=O)C1=CC=C(CNC(C(=O)N)CCC2=CC=CC=C2)C=C1